ClC=1C=C(C=NC1N1N=CC=C1)C=1N(C(=C(C1)C(=O)N)C(F)(F)F)C1=CC=CN2C1=NC=CC2=O (5-chloro-6-(1H-pyrazol-1-yl)pyridin-3-yl)-1-(4-oxo-4H-pyrido[1,2-a]pyrimidin-9-yl)-5-(trifluoromethyl)-1H-pyrrole-4-carboxamide